ClC=1C(=C(C(=CC1)N1N=NN=C1)C=1N=C2N(C(C1)=O)C(C[C@@H]2C)C(=O)OCC(=O)C2=NC=C(N=C2OC)N)F 2-(5-amino-3-methoxypyrazin-2-yl)-2-oxoethyl (8S)-2-(3-chloro-2-fluoro-6-(1H-tetrazol-1-yl)phenyl)-8-methyl-4-oxo-4,6,7,8-tetrahydropyrrolo[1,2-a]pyrimidine-6-carboxylate